BrCC1=NN=CN1C 3-(Bromomethyl)-4-methyl-1,2,4-triazole